2-(tert-butyl)pentanoic acid C(C)(C)(C)C(C(=O)O)CCC